2-fluoro-6-(Z)-[(4-hydroxy-3-methylbut-2-en-1-yl)amino]-9-(tetrahydro-2H-pyran-2-yl)-9H-purine FC1=NC(=C2N=CN(C2=N1)C1OCCCC1)NC\C=C(/CO)\C